diethyl (5,6-dimethoxybenzo[d]thiazole-2-yl)methylphosphonate COC=1C(=CC2=C(N=C(S2)CP(OCC)(OCC)=O)C1)OC